N-(3-(2,4-dioxotetrahydropyrimidin-1(2H)-yl)-1-methyl-1H-indazol-7-yl)acetamide hydrochloride salt Cl.O=C1N(CCC(N1)=O)C1=NN(C2=C(C=CC=C12)NC(C)=O)C